(E)-N'-[4-({5-[(2E)-3-(dimethylamino)prop-2-enoyl]-2-methyl-1,3-thiazol-4-yl}oxy)-3-fluorophenyl]-N,N-dimethylmethanimidamide CN(/C=C/C(=O)C1=C(N=C(S1)C)OC1=C(C=C(C=C1)/N=C/N(C)C)F)C